tert-butyl 4-(5-methoxy-1-(1-(4-methoxybenzyl)-2,6-dioxopiperidin-3-yl)-3-methyl-2-oxo-2,3-dihydro-1H-benzo[d]imidazol-4-yl)piperazine-1-carboxylate COC1=C(C2=C(N(C(N2C)=O)C2C(N(C(CC2)=O)CC2=CC=C(C=C2)OC)=O)C=C1)N1CCN(CC1)C(=O)OC(C)(C)C